(5-(3-cyclopropylpyrazolo[1,5-a]pyrimidin-5-yl)-7H-pyrrolo[2,3-d]pyrimidin-2-yl)quinoline C1(CC1)C=1C=NN2C1N=C(C=C2)C2=CNC=1N=C(N=CC12)C1=NC2=CC=CC=C2C=C1